BrC=1C=C2C=C(NC2=CC1)C(=O)N[C@H](C(=O)N[C@@H](C[C@H]1C(NCC1)=O)C#N)CC(C)(C)C 5-bromo-N-[(2S)-1-({(1S)-1-cyano-2-[(3S)-2-oxopyrrolidin-3-yl]ethyl}amino)-4,4-dimethyl-1-oxopentan-2-yl]-1H-indole-2-carboxamide